7-(diethylamino)-2-oxo-2H-chromen C(C)N(C1=CC=C2C=CC(OC2=C1)=O)CC